5-bromo-2-(furan-3-yl)-1H-pyrrolo[2,3-b]pyridine BrC=1C=C2C(=NC1)NC(=C2)C2=COC=C2